C(C)C(C(=O)OCC1(CC(C1)N)CO)S(NC1=CC(=C(C=C1)C(NN1C(C(=CC=C1)N1CCC(CC1)(F)F)=O)=O)N1CCC2(CC2)CC1)(=O)=O (3-aminocyclobutane-1,1-diyl)dimethanol ethyl-2-(N-(4-((3-(4,4-difluoropiperidin-1-yl)-2-oxopyridin-1(2H)-yl)carbamoyl)-3-(6-azaspiro[2.5]octan-6-yl)phenyl)sulfamoyl)acetate